CC1=NC=C(C=C1NC(=O)C=1N=NN2C1C=CC(=C2)C=2C=C1C(=NC2)N(C=C1)C)NC(CN1[C@H](CCC1)C)=O N-[2-methyl-5-[[2-[(2S)-2-methylpyrrolidin-1-yl]acetyl]amino]-3-pyridyl]-6-(1-methylpyrrolo[2,3-b]pyridin-5-yl)triazolo[1,5-a]pyridine-3-carboxamide